methoxy-ethanol COC(C)O